2-fluoro-1-(3-(5-fluoro-3-(4-(trifluoromethyl)phenyl)-1H-pyrazolo[3,4-b]pyridin-1-yl)-azetidin-1-yl)prop-2-en-1-one FC(C(=O)N1CC(C1)N1N=C(C=2C1=NC=C(C2)F)C2=CC=C(C=C2)C(F)(F)F)=C